4-(2-(4-chloro-2-fluorophenyl)-2-methylbenzo[d][1,3]dioxan-4-yl)piperidine p-toluenesulfonate CC1=CC=C(C=C1)S(=O)(=O)O.ClC1=CC(=C(C=C1)C1(OC(C2=C(O1)C=CC=C2)C2CCNCC2)C)F